C(CCCCCCCCCCCCCCCCCCC)(=O)N arachamid